5-[4-[[rel-(1R,2R)-2-Hydroxycyclohexyl]amino]pyrido[3,4-d]pyridazin-1-yl]-2,3-dihydrobenzofuran-4-ol O[C@H]1[C@@H](CCCC1)NC=1N=NC(=C2C1C=NC=C2)C2=CC=C1C(CCO1)=C2O |o1:1,2|